O1CCCC2=C1C=CC(=C2)N 3,4-dihydro-2H-1-benzopyran-6-amine